BrC1=CC=CC=2NC(=NC21)CNC(OC(C)(C)C)=O Tert-butyl ((4-bromo-1H-benzo[d]imidazol-2-yl)methyl)carbamate